C(CCC)[Ge] n-butyl-germanium